tert-butyl (S)-6'-chloro-5-(((1R,2R)-2-(hydroxymethyl)cyclobutyl) methyl)-3',4,4',5-tetrahydro-2H,2'H-spiro[benzo[b][1,4]oxazepine-3,1'-naphthalene]-7-carboxylate ClC=1C=C2CCC[C@]3(C2=CC1)CN(C1=C(OC3)C=CC(=C1)C(=O)OC(C)(C)C)C[C@H]1[C@@H](CC1)CO